P(=O)(O)([O-])[O-].[Al+3].[Al+3].P(=O)(O)([O-])[O-].P(=O)(O)([O-])[O-] di-aluminum hydrogen phosphate